C(C1=CC=CC=C1)C1(CN(CC1)S(=O)(=O)C1=CC(=C(C=C1)F)F)C=1C=C2C=NN(C2=CC1C)C=1C=NN(C1)C 5-(3-benzyl-1-((3,4-difluorophenyl)sulfonyl)pyrrolidin-3-yl)-6-methyl-1-(1-methyl-1H-pyrazol-4-yl)-1H-indazole